FC1=C2COC(C2=CC=C1C#N)=O 4-fluoro-1-oxo-1,3-dihydroisobenzofuran-5-carbonitrile